BrC1=CC(=C(COC2=NSC(=C2)NC=2C=NN(C2)CCN2CCNCC2)C(=C1)F)F 3-((4-bromo-2,6-difluorobenzyl)oxy)-5-((1-(2-(piperazin-1-yl)ethyl)-1H-pyrazol-4-yl)amino)isothiazole